3-(dimethylamino)-1-(4-(5-isopropyl-6-(8-methyl-[1,2,4]triazolo[1,5-a]pyridin-6-yl)-1H-indazol-3-yl)piperidin-1-yl)propan-1-one CN(CCC(=O)N1CCC(CC1)C1=NNC2=CC(=C(C=C12)C(C)C)C=1C=C(C=2N(C1)N=CN2)C)C